N[C@H](C(=O)N1C(=C[C@H](C1)O)C(=O)N[C@@H](C)C1=CC=C(C=C1)C1=C(N=CS1)C)C(C)(C)C (2S,4R)-1-((S)-2-amino-3,3-dimethylbutyryl)-4-hydroxy-N-((S)-1-(4-(4-methylthiazol-5-yl)phenyl)ethyl)pyrroline-2-carboxamide